(S)-4-(3,4-dichlorophenyl)-3,4-dihydronaphthalene ClC=1C=C(C=CC1Cl)[C@@H]1CC=CC2=CC=CC=C12